C(C)[NH2+]CC N-ethyl-ethanaminium